Thiomorpholinylsulfone N1(CCSCC1)S(=O)(=O)N1CCSCC1